NCC=1C(=NC=NC1)NC1C(NC(CC1)=O)=O 3-((5-(Aminomethyl)pyrimidin-4-yl)amino)piperidine-2,6-dione